FC(C1=CC=C(C=C1)C1N(CC(CC1)C)C(C(=O)NC=1C=C(C(=NC1)NC(OC(C)(C)C)=O)C)=O)F tert-Butyl N-[5-[[2-[2-[4-(difluoromethyl)phenyl]-5-methyl-1-piperidyl]-2-oxo-acetyl]amino]-3-methyl-2-pyridyl]carbamate